C(C)(C)(C)OC(C#CCO[13C](C(C)=O)=O)=O.OC1=[N+](C=CC=C1)CCCS(=O)(=O)O hydroxysulfopropyl-pyridinium tert-butyl-4-((2-oxopropanoyl-1-13C)oxy)but-2-ynoate